(3R)-3-methyl-L-glutamic acid C[C@@H]([C@H](N)C(=O)O)CC(=O)O